dithiocarbamate gold (III) [Au+3].C(N)([S-])=S.C(N)([S-])=S.C(N)([S-])=S